potassium (5-(4-bromophenyl)-6-(2-((5-bromopyrimidin-2-yl)oxy)ethoxy)pyrimidin-4-yl)(sulfamoyl)amide BrC1=CC=C(C=C1)C=1C(=NC=NC1OCCOC1=NC=C(C=N1)Br)[N-]S(N)(=O)=O.[K+]